C(=C)S(S(=O)(=O)C=C)(=O)=O VINYL DISULFONE